4-((5-((1R,3S)-3-((4-isopropyl-4H-1,2,4-triazol-3-yl)oxy)cyclopentyl)pyrimidin-2-yl)amino)benzenesulfonamide C(C)(C)N1C(=NN=C1)O[C@@H]1C[C@@H](CC1)C=1C=NC(=NC1)NC1=CC=C(C=C1)S(=O)(=O)N